C(C)N1CCN(CC1)C(=O)[O-] 4-ethylpiperazine-1-carboxylate